3-(ethoxymethyl)-1,9,9-trimethyl-7-(piperazin-1-ylmethyl)-9,10-dihydroacridine C(C)OCC=1C=C(C=2C(C3=CC(=CC=C3NC2C1)CN1CCNCC1)(C)C)C